COC1=C(C(=CC=C1)OC)N1C(=NC=2C1=NC=C(N2)NS(=O)(=O)CC2=NC=C(C=N2)C)C2=NC(=CC=C2)OCC N-(1-(2,6-Dimethoxyphenyl)-2-(6-ethoxypyridin-2-yl)-1H-imidazo[4,5-b]pyrazin-5-yl)-1-(5-methylpyrimidin-2-yl)methanesulfonamide